O1C(COC2=NC=CC=C21)COC2=NC(N1C(C3=CC=C(C=C3CC1)OCCN1CCOCC1)=C2)=O 2-(2,3-Dihydro-[1,4]dioxino[2,3-b]pyridin-2-ylmethoxy)-9-(2-morpholin-4-yl-ethoxy)-6,7-dihydro-pyrimido[6,1-a]isoquinolin-4-one